1-(3-((5-cyclopropyl-2-((4-(4-cyclopropylpiperazin-1-yl)phenyl)amino)pyrimidin-4-yl)amino)propyl)-5,5-dimethylpyrrolidin-2-one C1(CC1)C=1C(=NC(=NC1)NC1=CC=C(C=C1)N1CCN(CC1)C1CC1)NCCCN1C(CCC1(C)C)=O